dimethyl spiro[4.5]decane-8,8-dicarboxylate C1CCCC12CCC(CC2)(C(=O)OC)C(=O)OC